O1C(=C(C=C1)C(=O)O)C(=O)O.C(CCO)O.C(CCO)O bis(1,3-propanediol) furandicarboxylate